1-(Isoquinolin-1-yl)ethane-1-one 1-palmitoyl-sn-glycero-3-phosphate C(CCCCCCCCCCCCCCC)(=O)OC[C@@H](O)COP(=O)(O)O.C1(=NC=CC2=CC=CC=C12)C(C)=O